C1=CC=CC=2C3=CC=CC=C3C(C12)COC(=O)N[C@H](C(=O)O)CC1=CC=C2C(=CNC2=C1)Cl (S)-2-((((9H-fluoren-9-yl)methoxy)carbonyl)amino)-3-(3-chloro-1H-indol-6-yl)propanoic acid